C1(CC1)N1N=C2C(N(C(N([C@@H]2C)C2CCN(CC2)C2=C(C=CC=C2C)F)=O)CC2=C(C=CC=C2)C(F)(F)F)=C1 (R)-2-cyclopropyl-6-[1-(2-fluoro-6-methyl-phenyl)-piperidin-4-yl]-7-methyl-4-(2-trifluoromethyl-benzyl)-2,4,6,7-tetrahydro-pyrazolo[4,3-d]pyrimidin-5-one